OC(C(=O)[O-])C(CC)O 2,3-dihydroxypentanoate